[C@@]12(C=CC[C@H](CC1)N2C)C(=O)O (R)-tropenic acid